CN(C1=NC(=CC=C1C(=O)N1C[C@@H](CC[C@H]1C)OC1=NC=CC(=C1C)C#N)OC)C 2-{[(3R,6R)-1-{[2-(dimethylamino)-6-methoxypyridin-3-yl]carbonyl}-6-methylpiperidin-3-yl]oxy}-3-methylpyridine-4-carbonitrile